NC1=NC=2C=CC(=CC2C2=C1C(OC2)C)C(=O)N(CC2=NC=C(C=C2)C(F)(F)F)[C@@H]2[C@H](C2)C(F)(F)F 4-amino-3-methyl-N-((1S,2S)-2-(trifluoromethyl)cyclopropyl)-N-((5-(trifluoromethyl)-2-pyridinyl)methyl)-1,3-dihydrofuro[3,4-c]quinoline-8-carboxamide